[Mg+2].C([O-])([O-])=O.[Sr+2].C([O-])([O-])=O strontium carbonate, magnesium salt